[phenyl-(dimethylfluorenylphenyl)triazinyl](phenyldibenzothiophenyl)benzene methyl-1-(cyclopropylmethyl)-3-(3-fluorophenyl)-1H-indazole-6-carboxylate COC(=O)C1=CC=C2C(=NN(C2=C1)CC1CC1)C1=CC(=CC=C1)F.C1(=CC=CC=C1)C1=C(C(=NN=N1)C1=C(C=CC=C1)C1=C(C=CC=2SC3=C(C21)C=CC=C3)C3=CC=CC=C3)C3=C(C(=C(C=C3)C)C)C3=CC=CC=2C1=CC=CC=C1CC32